NC1=NC=NC=2N(C3=C(C=C(C=C3C21)C(=O)OC)OC)CC(=O)N2[C@@H]1C[C@@]1(C[C@H]2C(NC2=NC(=CC=C2)Br)=O)C methyl 4-amino-9-(2-((1R,3S,5R)-3-((6-bromopyridin-2-yl) carbamoyl)-5-methyl-2-azabicyclo[3.1.0]hex-2-yl)-2-oxoethyl)-8-methoxy-9H-pyrimido[4,5-b]indole-6-carboxylate